1-(4-(2-cyclohexyl-6-methoxy-1,2,3,4-tetrahydronaphthalen-1-yl)-3-fluorophenyl)-4-(dimethoxymethyl)piperidine C1(CCCCC1)C1C(C2=CC=C(C=C2CC1)OC)C1=C(C=C(C=C1)N1CCC(CC1)C(OC)OC)F